FC1=CC=C(C=C1)C=1N=CC=C(C(=O)O)C1 6-(4-fluorophenyl)isonicotinic acid